C(C1=CC=CC=C1)(=O)O[C@@H]1[C@H](O[C@@H]([C@H]([C@@H]1OC(C1=CC=CC=C1)=O)OC(C1=CC=CC=C1)=O)COC(C1=CC=CC=C1)=O)O[C@@H]1[C@@H]([C@@H](OCCN=[N+]=[N-])O[C@@H]([C@H]1OC(C1=CC=CC=C1)=O)CO[C@@H]1[C@@H](OC(C2=CC=CC=C2)=O)[C@@H](OC(C2=CC=CC=C2)=O)[C@H](OC(C2=CC=CC=C2)=O)[C@H](O1)COC(C1=CC=CC=C1)=O)OC(C1=CC=CC=C1)=O 2-azidoethyl (2,3,4,6-tetra-O-benzoyl-α-D-mannopyranosyl)-(1->3)-[2,3,4,6-tetra-O-benzoyl-α-D-mannopyranosyl-(1->6)]-2,4-di-O-benzoyl-α-D-mannopyranoside